ClC=1C(=C2C=NNC2=C(C1F)OC(C)C)C=1C=CC=2N(C1)C=C(N2)NC(=O)C2C(C2)F N-(6-(5-chloro-6-fluoro-7-isopropoxy-1H-indazol-4-yl)imidazo[1,2-a]pyridin-2-yl)-2-fluorocyclopropane-1-carboxamide